FC=1C=C2C(=NC1)CN(C2=O)CCC(CN2CCN(CC2)C2=C(C=CC=C2)OC)O 3-Fluoro-6-(3-hydroxy-4-(4-(2-methoxyphenyl)piperazin-1-yl)butyl)-6,7-dihydro-5H-pyrrolo[3,4-b]pyridin-5-one